NCCCCCC 1-aminohexane